FC1=CC=C(C[C@H]2N(CCCCC2)C2=CC(=CC(N2)=O)N2CCOCC2)C=C1 (S)-6-(2-(4-fluorobenzyl)azepan-1-yl)-4-morpholinopyridin-2(1H)-one